C(C)N1CC2(CN(C2)C=2C=CC(=NC2)NC2=NC=C(C(=N2)C2=CC=3C(N(CC4(C3S2)CCCC4)C)=O)F)C1 2'-(2-((5-(6-Ethyl-2,6-diazaspiro[3.3]heptan-2-yl)pyridin-2-yl)amino)-5-fluoropyrimidin-4-yl)-5'-methyl-5',6'-dihydro-4'H-spiro[cyclopentane-1,7'-thieno[3,2-c]pyridin]-4'-one